(S)-4-Ethoxy-N-(4-(morpholin-2-yl)-phenyl)-benzamid C(C)OC1=CC=C(C(=O)NC2=CC=C(C=C2)[C@H]2CNCCO2)C=C1